C1(=C(C=CC=C1)C#CC1=NNC=2C1=NC(=CC2)C(=O)N2CC1(C2)CCNCC1)C1=CC=CC=C1 (3-([1,1'-Biphenyl]-2-ylethynyl)-1H-pyrazolo[4,3-b]pyridin-5-yl)(2,7-diazaspiro[3.5]nonan-2-yl)methanone